FC1=NC=C(C=C1)[C@H]1N(OCC1)C(=O)[C@]1(COCC1)C 2-fluoro-5-[(3S)-2-((R)-3-methyloxolane-3-carbonyl)-1,2-oxazolidin-3-yl]pyridine